FC(C1=CC(=NC=C1)N(C(=O)NC1=CC(=C(C=C1)C)C=1C=NC2=CC(=NC=C2C1)NC)C)F 1-(4-(difluoromethyl)pyridin-2-yl)-1-methyl-3-(4-methyl-3-(7-(methylamino)-1,6-naphthyridin-3-yl)phenyl)urea